CN(C(=O)[C@]1(OB(OC(C1)=O)[C@H](CC(C)C)NC([C@H](CC1=CC=CC=C1)NC(=O)C1=NC=CN=C1)=O)CC(=O)O)C 2-((S)-4-(dimethylcarbamoyl)-2-((R)-3-methyl-1-((S)-3-phenyl-2-(pyrazine-2-carboxamido)propanamido)butyl)-6-oxo-1,3,2-dioxaborinan-4-yl)acetic acid